METHYLGLYCIDYL METHACRYLATE C(C(=C)C)(=O)OC(C1CO1)C